NC1=CC=C(C(=C1C(=O)NC1=CN=CC2=CC=CC=C12)C)C(F)(F)F 6-amino-N-(isoquinolin-4-yl)-2-methyl-3-(trifluoromethyl)benzamide